ONC([C@@H](CC1=CC=C(C=C1)O)N1N=NC(=C1)CNS(=O)(=O)C=1SC(=CC1)C1=NC=CC=C1)=O (R)-N-hydroxy-3-(4-hydroxyphenyl)-2-(4-((5-(pyridin-2-yl)thiophene-2-sulfonamido)methyl)-1H-1,2,3-triazol-1-yl)propanamide